OC(=O)C(F)(F)F.NC1=CC(=C(C=N1)N1C=C(C(C2=CC(=C(N=C12)N1CC2=NC=CC=C2C1)F)=O)C(=O)O)C 1-(6-amino-4-methylpyridin-3-yl)-7-(5,7-dihydro-6H-pyrrolo[3,4-b]-pyridin-6-yl)-6-fluoro-4-oxo-1,4-dihydro-1,8-naphthyridine-3-carboxylic acid TFA salt